1,3-bis(1-(3-methylenepent-4-enyl)piperidin-4-yl)propane C=C(CCN1CCC(CC1)CCCC1CCN(CC1)CCC(C=C)=C)C=C